C(C1=CC=CC=C1)OCC(C(F)(F)F)(C([2H])([2H])[2H])O 2-((benzyloxy)methyl)-1,1,1-trifluoropropan-3,3,3-d3-2-ol